BrC=1C=NC=CC1N1N=CC(=C1C(F)(F)F)C(=O)OCC Ethyl 1-(3-bromopyridin-4-yl)-5-(trifluoromethyl)-1H-pyrazole-4-carboxylate